CC1=CC=CC(=N1)C1=NC=CC(=N1)NC1=NC(=NC=C1)NC1=CC=C(C=C1)N([C@H]1CNCC1)C |r| N4-[2-(6-methyl-2-pyridyl)pyrimidin-4-yl]-N2-[4-[methyl-[rac-(3R)-pyrrolidin-3-yl]amino]phenyl]pyrimidine-2,4-diamine